4-(2-cyclopropyl-6-(6-fluoro-4-(1-((2-methoxyethyl)amino)ethyl)-2-oxobenzo[cd]indol-1(2H)-yl)pyridin-4-yl)-3-(4-methyl-4H-1,2,4-triazol-3-yl)benzonitrile C1(CC1)C1=NC(=CC(=C1)C1=C(C=C(C#N)C=C1)C1=NN=CN1C)N1C(C2=C3C(C(=CC=C13)F)=CC(=C2)C(C)NCCOC)=O